N1N=CC(=C1)C1=CC=C(C=C1)N1C(C2(CC1)NC1=CC=CC=C1C2)=O (4-(1H-pyrazol-4-yl)phenyl)spiro[indoline-2,3'-pyrrolidine]-2'-one